(S)-4-(2-(5-cyclopropyl-4,7-difluoro-3,3-dimethyl-2-oxoindolin-1-yl)acetamido)-3-fluorobutanoic acid C1(CC1)C=1C(=C2C(C(N(C2=C(C1)F)CC(=O)NC[C@H](CC(=O)O)F)=O)(C)C)F